({1-[2-(2,6-dioxopiperidin-3-yl)-3-oxo-1H-isoindol-5-yl]piperidin-4-yl}oxy)acetic acid O=C1NC(CCC1N1CC2=CC=C(C=C2C1=O)N1CCC(CC1)OCC(=O)O)=O